COC(=O)C1=NC(=CC=C1C=O)C(=O)OC 3-formylpyridine-2,6-dicarboxylic acid dimethyl ester